[Si](C1=CC=CC=C1)(C1=CC=CC=C1)(C(C)(C)C)OC[C@@H]1CC2(CCNC2=O)C/C=C/CCCC(C(N[C@H](C(N1)=O)CC(C)C)=O)CCCCCCC (7S,10S,E)-7-(((tert-butyldiphenylsilyl)oxy)methyl)-13-heptyl-10-isobutyl-2,8,11-triazaspiro[4.14]nonadec-17-ene-1,9,12-trione